C(C)(=O)NC1=C(OCC=2N=NN(C2)C(CC(=O)NO)CC2=CC3=CC=CC=C3C=C2)C=CC=C1 3-[4-(2-Acetylamino-phenoxymethyl)-[1,2,3]triazol-1-yl]-N-hydroxy-4-naphthalen-2-yl-butyramide